1-(2,5-dimethyl-4-sulfamoyl-phenyl)-3-[(1S)-1-(2-pyrimidin-2-yl-1,2,4-triazol-3-yl)ethyl]urea CC1=C(C=C(C(=C1)S(N)(=O)=O)C)NC(=O)N[C@@H](C)C=1N(N=CN1)C1=NC=CC=N1